tertButylstyrene C(C)(C)(C)C=CC1=CC=CC=C1